FC1(CCC(CC1)OC1=NC=CN=C1N1CCNCC1)F 2-[(4,4-difluorocyclohexyl)oxy]-3-(piperazin-1-yl)pyrazine